6-chloro-N-(4-methoxy-5-methyl-pyrimidin-2-yl)-1H-indole-3-sulfonamide ClC1=CC=C2C(=CNC2=C1)S(=O)(=O)NC1=NC=C(C(=N1)OC)C